ClC1=C(C(=NN1C)C1=NOC(=C1)C)CC(=O)NC1CCN(CC1)CCC(C)(C)C 2-(5-Chloro-1-methyl-3-(5-methylisoxazol-3-yl)-1H-pyrazol-4-yl)-N-(1-(3,3-dimethylbutyl)piperidin-4-yl)acetamide